4-[(E)-3-(2-Ethoxyphenyl)-3-oxoprop-1-enyl]benzoic acid C(C)OC1=C(C=CC=C1)C(/C=C/C1=CC=C(C(=O)O)C=C1)=O